O=C1NC(CCC1N1C(C2=CC=C(C=C2C1)N1CCC2(CC(C2)OC2CCN(CC2)C(=O)OCC2=CC=CC=C2)CC1)=O)=O benzyl 4-((7-(2-(2,6-dioxopiperidin-3-yl)-1-oxoisoindolin-5-yl)-7-azaspiro[3.5]nonan-2-yl)oxy)piperidine-1-carboxylate